bis(4-chlorobenzoyl)-2,4-dithiobiuret ClC1=CC=C(C(=O)NC(NC(NC(C2=CC=C(C=C2)Cl)=O)=S)=S)C=C1